ClC=1C=C(C(=O)N2CC=3C(=NN4C3C(N(C[C@H]4CO)[C@@H](C)C=4C=NC(=CC4)C(F)(F)F)=O)C[C@H]2C)C=CC1Cl (3R,7S)-2-(3,4-dichlorobenzoyl)-7-(hydroxymethyl)-3-methyl-9-((S)-1-(6-(trifluoromethyl)pyridin-3-yl)ethyl)-1,2,3,4,8,9-hexahydropyrido[4',3':3,4]pyrazolo[1,5-a]pyrazin-10(7H)-one